C(C)O[Si](CC(C)C)(OCC)OCC triethoxy(iso-butyl)silane